C(C)(C)(C)C=1C=C(C=C(C1OC)C(C)(C)C)C1=CC=C2C=CN(C2=C1)P(OC1=C(C=2CCCCC2C=C1)C1=C(C=CC=2CCCCC12)OP(N1C=CC2=CC=C(C=C12)C1=CC(=C(C(=C1)C(C)(C)C)OC)C(C)(C)C)N1C=CC2=CC=C(C=C12)C1=CC(=C(C(=C1)C(C)(C)C)OC)C(C)(C)C)N1C=CC2=CC=C(C=C12)C1=CC(=C(C(=C1)C(C)(C)C)OC)C(C)(C)C 2,2'-bis((bis(6-(3,5-di-tert-butyl-4-methoxyphenyl)-1H-indol-1-yl)phosphaneyl)oxy)-5,5',6,6',7,7',8,8'-octahydro-1,1'-binaphthalene